ortho-cymene C=1(C(=CC=CC1)C)C(C)C